(E)-3-(6-(azetidin-1-yl)naphthalen-2-yl)-2-cyano-N-(2,3-dihydroxypropyl)acrylamide N1(CCC1)C=1C=C2C=CC(=CC2=CC1)/C=C(/C(=O)NCC(CO)O)\C#N